ICCCCCCCCNC(OC(C)(C)C)=O tert-butyl (8-iodooctyl)carbamate